O1C(=CC=C1)C1=CC(=NC(=N1)N)N 6-(2-furyl)-2,4-diaminopyrimidine